calcium ethylenediamine tetraacetate disodium salt [Na].[Na].C(C)(=O)ON(CCN(OC(C)=O)OC(C)=O)OC(C)=O.[Ca]